N-cyclopropyl-5-{2-[2-(cyclopropylcarbamoyl)-1,3-dioxo-2,3-dihydro-1H-inden-5-yl]-1,1,1,3,3,3-hexafluoropropan-2-yl}-1,3-dioxo-2,3-dihydro-1H-indene-2-carboxamide C1(CC1)NC(=O)C1C(C2=CC=C(C=C2C1=O)C(C(F)(F)F)(C(F)(F)F)C=1C=C2C(C(C(C2=CC1)=O)C(NC1CC1)=O)=O)=O